benzyl (R)-3,3,3-trifluoro-2-hydroxy-2-methylpropanoate FC([C@](C(=O)OCC1=CC=CC=C1)(C)O)(F)F